C(C)(C)O[Zr](O[Si](C)(C)C)(OC1=CC=C(C=C1)F)OC(C)C diisopropoxy-p-fluorophenoxy(trimethylsiloxy)zirconium